[4-chloro-6-(5-hydroxy-1-tetrahydropyran-2-yl-indazol-3-yl)pyrimidin-2-yl]methyl acetate C(C)(=O)OCC1=NC(=CC(=N1)Cl)C1=NN(C2=CC=C(C=C12)O)C1OCCCC1